(R)-N-(4,4-difluoro-1-methylpyrrolidin-3-yl)-5-(1-(2,2-difluoroethyl)-1H-benzo[d][1,2,3]triazol-6-yl)-6-fluoro-4-methoxypyrrolo[2,1-f][1,2,4]triazin-7-d-2-amine FC1([C@@H](CN(C1)C)NC1=NN2C(C(=N1)OC)=C(C(=C2[2H])F)C=2C=CC1=C(N(N=N1)CC(F)F)C2)F